N-(3-(aminomethyl)oxetan-3-yl)-2-methyl-5-((4-methylthiazol-5-yl)methoxy)benzofuran-3-carboxamide NCC1(COC1)NC(=O)C1=C(OC2=C1C=C(C=C2)OCC2=C(N=CS2)C)C